(((2R,3R,4R,5R,6R)-3-acetamido-4,5-diacetoxy-6-(acetoxymethyl)tetrahydro-2H-pyran-2-yl)oxy)acetic acid C(C)(=O)N[C@H]1[C@@H](O[C@@H]([C@@H]([C@@H]1OC(C)=O)OC(C)=O)COC(C)=O)OCC(=O)O